5-(2-fluoro-6-methylphenyl)-3-(6-methyl-5,6,7,8-tetrahydro-1,6-naphthyridin-3-yl)-1H-pyrazolo[4,3-c]pyridazin-6(5H)-one FC1=C(C(=CC=C1)C)N1N=C2C(=CC1=O)NN=C2C=2C=NC=1CCN(CC1C2)C